2-chloro-4-[[3-[4-(cyanomethoxy)-2,3-difluoro-phenyl]imidazo[1,2-a]pyrazin-8-yl]amino]-N-[(1-methyl-2-oxo-4-pyridyl)methyl]benzamide ClC1=C(C(=O)NCC2=CC(N(C=C2)C)=O)C=CC(=C1)NC=1C=2N(C=CN1)C(=CN2)C2=C(C(=C(C=C2)OCC#N)F)F